(12aR)-10-chloro-9-(2-chloro-6-methoxyphenyl)-8-[(trimethylsilyl)ethynyl]-3,4,12,12a-tetrahydro-6H-pyrazino[2,1-c][1,4]benzooxazepine-2(1H)-carboxylic acid tert-butyl ester C(C)(C)(C)OC(=O)N1C[C@@H]2COC3=C(CN2CC1)C=C(C(=C3Cl)C3=C(C=CC=C3OC)Cl)C#C[Si](C)(C)C